((2r,3s,5r)-3-(chloromethoxy)-5-(2,4-dioxo-3,4-dihydropyrimidin-1(2H)-yl) tetrahydrofuran-2-yl) benzoate C(C1=CC=CC=C1)(=O)O[C@H]1O[C@H](C[C@@H]1OCCl)N1C(NC(C=C1)=O)=O